5-((4,4-bis(((Z)-oct-5-en-1-yl)oxy)butanoyl)oxy)-3-hydroxypentyl (9Z,12Z)-octadeca-9,12-dienoate C(CCCCCCC\C=C/C\C=C/CCCCC)(=O)OCCC(CCOC(CCC(OCCCC\C=C/CC)OCCCC\C=C/CC)=O)O